FC1(CN(CC1)C1=CC=C(C=C1)C(C)N1N=CC2=C(C=CC(=C12)C(=O)O)C#CC)F 1-(1-(4-(3,3-difluoropyrrolidin-1-yl)phenyl)ethyl)-4-(propan-1-yn-1-yl)-1H-indazole-7-carboxylic acid